CN1C=[N+](C2=C1C(=O)NC(=N2)N)[C@H]3[C@@H]([C@@H]([C@H](O3)COP(=O)([O-])OP(=O)([O-])OP(=O)([O-])OC[C@@H]4[C@H]([C@H]([C@@H](O4)N5C=NC6=C(N=CN=C65)N)O)O)O)O The molecule is a 7-methyl guanosine (m7G) linked via an inverted 5'-5' triphosphate bridge to an adenosine ribonucleotide; major species at pH 7.3.